3-[[1-[(3R,4R)-1-benzyl-3-phenyl-piperidine-4-carbonyl]-4-hydroxy-4-piperidinyl]methyl]-6-methoxy-pyrido[3,2-d]pyrimidin-4-one C(C1=CC=CC=C1)N1C[C@H]([C@@H](CC1)C(=O)N1CCC(CC1)(O)CN1C=NC2=C(C1=O)N=C(C=C2)OC)C2=CC=CC=C2